1-(2-(trifluoromethyl)-10H-phenothiazin-10-yl)ethan-1-one FC(C1=CC=2N(C3=CC=CC=C3SC2C=C1)C(C)=O)(F)F